(±)-1-(1-(benzo[b]thiophen-2-yl)ethyl)-1-hydroxyurea S1C2=C(C=C1[C@@H](C)N(C(=O)N)O)C=CC=C2 |r|